6-fluoro-N-(1-methyl-1H-pyrazol-4-yl)-5-(piperidin-4-yl)picolinamide FC1=C(C=CC(=N1)C(=O)NC=1C=NN(C1)C)C1CCNCC1